4-(2-(methylamino)pyridin-4-yl)-N-(3-(trifluoromethyl)phenyl)thiazol-2-amine CNC1=NC=CC(=C1)C=1N=C(SC1)NC1=CC(=CC=C1)C(F)(F)F